C(CC)(=O)O.C1(CCC(N1N1C(C=CC=C1)C1SSC=C1)=O)=O N-succinimidyl-(2-pyridyldithiol) propionate